(S)-7-(1-(4-amino-3-(3-fluoro-4-isopropoxyphenyl)-1H-pyrazolo[3,4-d]pyrimidin-1-yl)ethyl)-6-(3-fluorophenyl)-3-methyl-5H-thiazolo[3,2-a]pyrimidin-5-one NC1=C2C(=NC=N1)N(N=C2C2=CC(=C(C=C2)OC(C)C)F)[C@@H](C)C=2N=C1N(C(C2C2=CC(=CC=C2)F)=O)C(=CS1)C